BrC1=CC(N(C=C1)C1=CC=C(C=C1)OC(F)(F)F)=O 4-bromo-1-(4-(trifluoromethoxy)phenyl)pyridin-2(1H)-one